4-bromo-5-fluoro-2,3-dimethyl-1H-indole-7-carboxylic acid ethyl ester C(C)OC(=O)C=1C=C(C(=C2C(=C(NC12)C)C)Br)F